NC1=C(C=CC=C1)N1CCN(CC1)C(=O)C=1SC=CC1Br (4-(2-aminophenyl)piperazin-1-yl)(3-bromothiophen-2-yl)methanone